rac-(4aR,8aS)-4a,5,6,7,8,8a-hexahydro-4H-pyrido[4,3-b][1,4]oxazin-3-one O1[C@@H]2[C@H](NC(C1)=O)CNCC2 |r|